F[C@@H]1C2CC[C@@H](C[C@@H]1N(C1=CN=C(N=N1)C1=C(C=C3C(C=COC3=C1)=O)O)C)N2 7-(6-{[(2R,3S,5S)-2-fluoro-8-azabicyclo[3.2.1]octan-3-yl](methyl)amino}-1,2,4-triazin-3-yl)-6-hydroxy-4H-chromen-4-one